C12CCNCCC2CCC1 4-azabicyclo[5.3.0]decane